C(C)(=O)N1[C@H](CCC2=CC(=CC=C12)C1=CC=C(CNC(=O)C=2C=C3C(=NC(=NN3C2)Cl)N2CCOCC2)C=C1)C (S)-N-(4-(1-Acetyl-2-methyl-1,2,3,4-tetrahydroquinolin-6-yl)benzyl)-2-chloro-4-morpholinopyrrolo[2,1-f][1,2,4]triazine-6-carboxamide